ClC=1C(=NC(=NC1)NC1=C(C=C(C(=C1)CCC)N1CCC(CC1)N(C)C)OC)NC1=C(C2=C(OCCO2)C=C1)NS(=O)(=O)C N-(6-((5-chloro-2-((4-(4-(dimethylamino)piperidin-1-yl)-2-methoxy-5-propylphenyl)amino)pyrimidin-4-yl)amino)-2,3-dihydrobenzo[b][1,4]dioxin-5-yl)methanesulfonamide